C(C1=CC=CC=C1)COOCCCC(CC(CC(CC(CC(CC(CC(CCCBr)C)C)C)C)C)C)C 19-bromo-4,6,8,10,12,14,16-heptamethyl-nonadecyloxy benzyl-methyl ether